1-[4-[6-[5-[(6-isopropylpyrazin-2-yl)amino]-1-methyl-pyrazol-4-yl]-3-pyridinyl]-3-(methoxymethyl)phenyl]cyclopropanecarboxylic acid methyl ester COC(=O)C1(CC1)C1=CC(=C(C=C1)C=1C=NC(=CC1)C=1C=NN(C1NC1=NC(=CN=C1)C(C)C)C)COC